CC=1C(NC(N([C@H]2[C@H](O)C=C(CO)O2)C1)=O)=O 3'-Deoxy-3',4'-didehydro-5-methyluridine